[S].C(#N)C=1NC=CN1 cyanoimidazole Sulfur